1,3-dimethylcyanoacetylurea CN(C(=O)NC)C(CC#N)=O